C(C)(C)(C)C=1C=C(C=C(C1)C(C)(C)C)PC1=CC(=CC(=C1)C(C)(C)C)C(C)(C)C bis(3,5-di-tert-butylphenyl)phosphine